3-((4-(1-(((1s,4s)-4-((4-(4-chloro-7,7-dimethyl-5-oxo-5,7-dihydroindolo[1,2-a]quinazolin-10-yl)piperidin-1-yl)methyl)cyclohexyl)methyl)piperidin-4-yl)phenyl)amino)piperidine-2,6-dione ClC=1C=2C(N=C3N(C2C=CC1)C1=CC(=CC=C1C3(C)C)C3CCN(CC3)CC3CCC(CC3)CN3CCC(CC3)C3=CC=C(C=C3)NC3C(NC(CC3)=O)=O)=O